4-[(1ξ)-1-aminoethyl]-2-[6-(4-ethyl-5-methyl-4H-1,2,4-triazol-3-yl)pyridin-2-yl]-6-[(2R)-2-methylpyrrolidin-1-yl]-2,3-dihydro-1H-pyrrolo[3,4-c]pyridin-1-one NC(C)C1=NC(=CC2=C1CN(C2=O)C2=NC(=CC=C2)C2=NN=C(N2CC)C)N2[C@@H](CCC2)C